C(#N)C1=C(C=CC=C1)C(C(C)C=1N(C(C(=C(N1)C(=O)NC=1C=NOC1)O)=O)C)C=1N=CN(C1)C 2-(1-(2-cyanophenyl)-1-(1-methyl-1H-imidazol-4-yl)propan-2-yl)-5-hydroxy-N-(isoxazol-4-yl)-1-methyl-6-oxo-1,6-dihydropyrimidine-4-carboxamide